4-(chloromethyl)-1-methoxy-2-methylbenzene ClCC1=CC(=C(C=C1)OC)C